1-(1-(1-bromo-4-methoxynaphthalen-2-yl)ethylidene)-2-(4-chlorophenyl)hydrazine BrC1=C(C=C(C2=CC=CC=C12)OC)C(C)=NNC1=CC=C(C=C1)Cl